FC1=CC(=C(C=C1)N1CN(C(C2=NC(=CN=C12)C(F)(F)F)=O)C1=C(NC(C=C1)=O)C)C 1-(4-Fluoro-2-methylphenyl)-3-(2-methyl-6-oxo-1,6-dihydropyridin-3-yl)-6-(trifluoromethyl)-2,3-dihydropteridin-4(1H)-one